C(C1=CC=CC=C1)O[C@H]1C[C@H](N(C1)C(=O)OC(C)(C)C)C(N(C)C1=CC(=C(C=C1)F)Cl)=O tert-butyl (2S,4S)-4-benzyloxy-2-[(3-chloro-4-fluoro-phenyl)-methyl-carbamoyl]pyrrolidine-1-carboxylate